FC=1C=C(C=CC1)C1=CN=C(N1)C1N(CCCC1)C(C(C)SC)=O 1-(2-(5-(3-fluorophenyl)-1H-imidazol-2-yl)piperidin-1-yl)-2-(methylthio)propan-1-one